benzyl (2-ethylhexyl) ether C(C)C(COCC1=CC=CC=C1)CCCC